ClC=1C=C2C(=CNC2=CC1)CCCNS(=O)(=O)C1=CC=C(C=C1)CCCCN1CCNCC1 N-(3-(5-chloro-1H-indol-3-yl)propyl)-4-(4-(piperazin-1-yl)butyl)benzenesulfonamide